FC(N1N=C2C=C(C(=CC2=C1)B1OC(C(O1)(C)C)(C)C)F)F 2-(difluoromethyl)-6-fluoro-5-(4,4,5,5-tetramethyl-1,3,2-dioxaborolan-2-yl)-2H-indazole